FC=1C(=CC=2C3=C(NC(C2C1)=O)COC[C@@H]3N(C(C3=CC(=CC=C3)OC3=CC(=CC=C3)F)=O)C)F (R)-N-(8,9-difluoro-6-oxo-1,4,5,6-tetrahydro-2H-pyrano[3,4-c]isoquinolin-1-yl)-3-(3-fluorophenoxy)-N-methylbenzamide